1-(4-((4-((2-(2-hydroxypropan-2-yl)-5-(Thiazol-2-yloxy)phenyl)amino)-7-methoxyquinazolin-6-yl)oxy)piperidin-1-yl)prop-2-en-1-one OC(C)(C)C1=C(C=C(C=C1)OC=1SC=CN1)NC1=NC=NC2=CC(=C(C=C12)OC1CCN(CC1)C(C=C)=O)OC